N1(CCN(CC1)C(=O)OCC(=O)N1[C@@H](C[C@H](C1)F)C(N[C@@H](C1=CC=CC=C1)C1=CC(=C(C=C1)C(C)C)F)=O)C(=O)OC(C)(C)C 1-tert-butyl 4-{2-[(2S,4R)-4-fluoro-2-{[(S)-[3-fluoro-4-(propan-2-yl)phenyl](phenyl)methyl] carbamoyl}pyrrolidin-1-yl]-2-oxoethyl} piperazine-1,4-dicarboxylate